P(=S)(O)(O)O.P(O)(O)(O)=S thiophosphoric Acid (thiophosphate)